CC=1C=C(C=CC1C)NS(=O)(=O)C1=CC=C(C=C1)C N-(3,4-dimethylphenyl)-4-methylbenzenesulfonamide